[6-{[(2-Hydroxyethyl)amino]methyl}-2-(2-methylbiphenyl-3-yl)[1,2,4]triazolo[1,5-a]pyridin-8-yl]acetonitril OCCNCC=1C=C(C=2N(C1)N=C(N2)C=2C(=C(C=CC2)C2=CC=CC=C2)C)CC#N